O1CCN(CC1)C12CC(C1)(C2)N2C(=NC(=C2)C=2C=C(C(=NC2)N)OC(F)(F)F)C2OCCC2 5-(1-(3-morpholino-bicyclo[1.1.1]pentan-1-yl)-2-(tetrahydrofuran-2-yl)-1H-imidazol-4-yl)-3-(trifluoro-methoxy)pyridin-2-amine